4-(4-chlorobenzyl)-N-(2-oxo-2,3-dihydro-1H-benzo[d]imidazol-5-yl)piperazine-1-carboxamide ClC1=CC=C(CN2CCN(CC2)C(=O)NC2=CC3=C(NC(N3)=O)C=C2)C=C1